C(C1=CC=CC=C1)C1=C(C=C(C=C1)O)O benzyl-2,4-dihydroxybenzene